OCCON1C(C2=CN(C(C(=C2CC1)C)=O)C)=O 2-(2-hydroxyethoxy)-5,7-dimethyl-3,4-dihydro-2,7-naphthyridine-1,6(2H,7H)-dione